FC(N1N=CC(=C1)B1OC(C(O1)(C)C)(C)C)F 1-(difluoromethyl)-4-(4,4,5,5-tetramethyl-1,3,2-dioxaborolan-2-yl)-1H-Pyrazole